C[N+]1(CCCC1)C.[Cl-] N,N-dimethylpyrrolidinium chloride